FC1=C(C(=NC=C1B1OC(C(O1)(C)C)(C)C)F)F trifluoro-5-(4,4,5,5-tetramethyl-1,3,2-dioxaborolan-2-yl)pyridine